OC1=C(C=C(C=C1)/C=C/C(=O)C1=C(C=C(OCC2CCN(CC2)C(=O)OC(C)(C)C)C=C1)C)C (E)-Tert-butyl 4-((4-(3-(4-hydroxy-3-methylphenyl)acryloyl)-3-methylphenoxy)methyl)piperidine-1-carboxylate